COC=1C=CC2=C(C3=C(C(OC=N3)=O)C=C2N1)C 7-methoxy-10-methylpyrido[2,3-g][3,1]benzoxazin-4-one